ClC=1C=C(C=CC1)C1=CNC=2N=CN=C(C21)N2CCN(CC2)C2=CC=CC=C2 5-(3-chlorophenyl)-4-(4-phenylpiperazin-1-yl)-7H-pyrrolo[2,3-d]pyrimidine